8-bromo-7-chloroimidazo[1,2-c]pyrimidin-5-amine BrC=1C=2N(C(=NC1Cl)N)C=CN2